FC1=C(C=CC=C1)N1N=CC=C1C=O 1-(2-fluorophenyl)-1H-pyrazol-5-yl-formaldehyde